C1(=CC=CC=C1)C1=NC2=CC=CC=C2C(=N1)N1CCN(CC1)C(C=C)=O 1-(4-(2-phenylquinazolin-4-yl)piperazin-1-yl)prop-2-en-1-one